N-[2-amino-5-(2-thienyl)phenyl]-4-(cyclopropylsulfonyl)benzamide NC1=C(C=C(C=C1)C=1SC=CC1)NC(C1=CC=C(C=C1)S(=O)(=O)C1CC1)=O